OC(CCC(=O)O[Na])CCCC 4-hydroxyoctanoyloxysodium